CC1=NC=CC(=C1O)C#C[Si](C)(C)C 2-methyl-4-(2-trimethylsilylethynyl)pyridin-3-ol